Lithium copper Oxide [Cu]=O.[Li]